N-(2-(2-(cyclooct-2-yn-1-yloxy)ethoxy)ethyl)-2,2,2-trifluoroacetamide C1(C#CCCCCC1)OCCOCCNC(C(F)(F)F)=O